S1C(=CC=C1)C(=O)OC methyl thiophen-2-carboxylate